N-(4-cyanobenzyl)-6-((1-(cyclopropylsulfonyl)cyclopropyl)methyl)-1-methyl-7-oxo-4,5,6,7-tetrahydro-1H-pyrazolo[3,4-c]pyridine-3-carboxamide C(#N)C1=CC=C(CNC(=O)C2=NN(C=3C(N(CCC32)CC3(CC3)S(=O)(=O)C3CC3)=O)C)C=C1